S(=O)(=O)(O)O.C(C)C(C[Na])CCCC 2-Ethyl-hexyl-sodium sulfate